ClC=1C=CC=C2C=CC=C(C12)N 8-chloronaphthalen-1-amine